(S)-N-((R)-(4-chlorophenyl)(2-(trifluoromethyl)pyrimidin-4-yl)methyl)-2-oxo-oxazolidine-5-carboxamide ClC1=CC=C(C=C1)[C@@H](NC(=O)[C@@H]1CNC(O1)=O)C1=NC(=NC=C1)C(F)(F)F